C(CCCCCC)OC(C=C)=O n-Heptylacrylat